CS(=O)(=O)C=1C=C(C=CC1)C=1C(=C2C(=NC1)NC=C2)N[C@H]2CN(CCC2)C(CC#N)=O (R)-3-(3-((5-(3-(methylsulfonyl)phenyl)-1H-pyrrolo[2,3-b]pyridin-4-yl)amino)piperidin-1-yl)-3-oxopropanenitrile